ClC=1C=CC=C2C(CC(OC12)C1=C(C=C(C=C1)C(F)(F)F)O)=O 8-chloro-2-[2-hydroxy-4-(trifluoromethyl)phenyl]chroman-4-one